C(C(O)CO)(=O)O[2H] glyceric acid-d